CC(CC(=O)O)C=C 3-methyl-4-pentenoic acid